CC1=C(OC=2C=C(C=C(C2)C)C=2C3=C(C(N(C2)C)=O)NC(=C3)C(=O)NCC)C(=CC(=C1)NC(CCN1CCCC1)=O)C 4-(3-(2,6-dimethyl-4-(3-(pyrrolidin-1-yl)propanamido)phenoxy)-5-methylphenyl)-N-ethyl-6-methyl-7-oxo-6,7-dihydro-1H-pyrrolo[2,3-c]pyridine-2-carboxamide